F[C@H]1C[C@H](C2=CC=CC=C12)NC(\C=C\C1=CC=C2C=NNC2=C1)=O (E)-N-((1R,3S)-3-Fluoro-2,3-dihydro-1H-inden-1-yl)-3-(1H-Indazol-6-yl)acrylamid